ClC=1C=C(C=CC1F)NC1=NC=NC2=CC(=C(C=C12)NC(C=C)=O)OCCCN1CCN(CC1)CCCCCCNC1=C2CN(C(C2=CC=C1)=O)C1C(NC(CC1)=O)=O N-(4-((3-chloro-4-fluorophenyl)amino)-7-(3-(4-(6-((2-(2,6-dioxopiperidin-3-yl)-1-oxoisoindolin-4-yl)amino)hexyl)piperazin-1-yl)propoxy)quinazolin-6-yl)acrylamide